FC1=CC(=C(C=C1)C1=NOC(=C1)[C@@H]([C@@](CN1N=NN=C1)(O)C1=C(C=C(C=C1)F)F)C)Cl (2R,3R)-3-(3-(4-fluoro-2-chlorophenyl)isoxazol-5-yl)-2-(2,4-difluorophenyl)-1-(1H-tetrazol-1-yl)butan-2-ol